2-(Methoxycarbonyl)-6-(trifluoromethyl)isonicotinic acid COC(=O)C=1C=C(C(=O)O)C=C(N1)C(F)(F)F